trifluoro-4-(methylsulfonyl)butan-2-amine FC(C(CCS(=O)(=O)C)N)(F)F